8-chloro-N-methyl-3-(2-methyl-5-nitro-3-pyridyl)-1,6-naphthyridin-7-amine ClC=1C(=NC=C2C=C(C=NC12)C=1C(=NC=C(C1)[N+](=O)[O-])C)NC